methyl (trans-4-{[(3S,4R)-3-[{[3,5-bis(trifluoromethyl)phenyl](methyl)carbamoyl}(methyl)amino]-4-(4-fluorophenyl)pyrrolidin-1-yl]caronyl}cyclohexyl)carbamate FC(C=1C=C(C=C(C1)C(F)(F)F)N(C(=O)N([C@@H]1CN(C[C@H]1C1=CC=C(C=C1)F)C1(C(C2(C(CC1)C2(C)C)[C@@H]2CC[C@H](CC2)NC(OC)=O)=O)C)C)C)(F)F